1-(6-cyclopropyl-2-(((2-((1R,2R)-2-(4-methylpyrimidin-2-yl)cyclopropyl)-4-oxo-1,4-dihydroquinolin-7-yl)amino)methyl)imidazo[1,2-a]pyridin-8-yl)-3-methylimidazolidine-2,4-dione C1(CC1)C=1C=C(C=2N(C1)C=C(N2)CNC2=CC=C1C(C=C(NC1=C2)[C@H]2[C@@H](C2)C2=NC=CC(=N2)C)=O)N2C(N(C(C2)=O)C)=O